NC1=CC(=C(C=C1OC)N1CCN(CC1)CC=1C=C(C=CC1)NC1C(NC(CC1)=O)=O)C=1C=NN(C1)C 3-((3-((4-(4-amino-5-methoxy-2-(1-methyl-1H-pyrazol-4-yl)phenyl)piperazine-1-yl)methyl)phenyl)amino)piperidine-2,6-dione